COC([C@H](NC(=O)OC(C)(C)C)CSS(=O)(=O)C1=CC=CC=C1)=O N-t-butoxycarbonyl-S-(benzenesulfonyl)-D-cysteine methyl ester